(1-methylethyl)benzene, sodium salt [Na].CC(C)C1=CC=CC=C1